C1(CCC1)OC=1C=2N(C=CC1C=1C=NNC1)N=C(N2)N[C@@H]2[C@@H](CNCC2)C 8-cyclobutoxy-N-((3R,4S)-3-methylpiperidin-4-yl)-7-(1H-pyrazol-4-yl)-[1,2,4]triazolo[1,5-a]pyridin-2-amine